C1=CC(=C(C=C1CO)O)C=O The molecule is a member of the class of benzaldehydes that is salicylaldehyde in which the hydrogen meta- to the phenolic hydroxy group is substituted by a hydroxymethyl group. It is a member of benzaldehydes, a member of phenols and an aromatic primary alcohol. It derives from a salicylaldehyde.